tert-butyl 4-((2-(2,6-dioxopiperidin-3-yl)-1-oxoisoindolin-4-yl)oxy)-[1,3'-bipiperidine]-1'-carboxylate O=C1NC(CCC1N1C(C2=CC=CC(=C2C1)OC1CCN(CC1)C1CN(CCC1)C(=O)OC(C)(C)C)=O)=O